CC=1C(C)=CC=C(C)C1\C=C\C(\C)=C\C=C\C(\C)=C\C=C\C=C(/C)\C=C\C=C(/C)\C=C\C=1C(C)=CC=C(C)C1C isorenieratene